1,1,3,3-Tetrachloro-1,3-divinyldisiloxan Cl[Si](O[Si](C=C)(Cl)Cl)(C=C)Cl